fluoro-4'-methyl-[1,1'-biphenyl] FC1=C(C=CC=C1)C1=CC=C(C=C1)C